methyl 2-(3-Aminophenyl)-2-methylpropionate NC=1C=C(C=CC1)C(C(=O)OC)(C)C